ClC1=C(C=C2C(=NC(=NC2=C1)C1CC1)N1CCC(CC1)C1=C(C=C(C=C1)F)OC)N(CCO)C 2-({7-chloro-2-cyclopropyl-4-[4-(4-fluoro-2-methoxy-phenyl)-piperidin-1-yl]-quinazolin-6-yl}-methyl-amino)-ethanol